(2R,3R)-2-(tert-butoxycarbonylamino)-3-methoxy-butyric acid methyl ester COC([C@@H]([C@@H](C)OC)NC(=O)OC(C)(C)C)=O